N-[5-[3-[(4-chloro-1-tetrahydropyran-2-yl-indazol-5-yl)amino]indazol-1-yl]-1-methyl-2-oxo-3-pyridinyl]-2-fluoro-benzamide ClC1=C2C=NN(C2=CC=C1NC1=NN(C2=CC=CC=C12)C=1C=C(C(N(C1)C)=O)NC(C1=C(C=CC=C1)F)=O)C1OCCCC1